N-(3-bromopyridin-4-yl)-2,2-dimethylpropanamide BrC=1C=NC=CC1NC(C(C)(C)C)=O